COC1=C(C(=O)NCC2=CC=C(C=C2)B(O)O)C=C(C=C1)C (4-((2-methoxy-5-methylbenzamido)methyl)phenyl)boronic acid